3-Chloro-4-(2,2-difluoroethyl)-2-fluoro-N,N-bis(4-methoxybenzyl)-5-(4,4,5,5-tetramethyl-1,3,2-dioxaborolan-2-yl)aniline ClC=1C(=C(N(CC2=CC=C(C=C2)OC)CC2=CC=C(C=C2)OC)C=C(C1CC(F)F)B1OC(C(O1)(C)C)(C)C)F